(R)-2-oxothiazolidine-4-carboxylic acid O=C1SC[C@H](N1)C(=O)O